tert-butyl 3-((4-methoxybenzyl)thio)-1H-pyrazolo[4,3-b]pyridine-1-carboxylate COC1=CC=C(CSC2=NN(C=3C2=NC=CC3)C(=O)OC(C)(C)C)C=C1